N1=CC=CC2=CC(=CC=C12)N1C=CC=2C(=CC=CC12)C=O 1-(quinolin-6-yl)-1H-indole-4-carbaldehyde